2-(4-fluorophenyl)-4-(3-piperidinylmethyl)-thieno[2,3-d]pyridazine-7-carboxamide FC1=CC=C(C=C1)C1=CC=2C(=C(N=NC2CC2CNCCC2)C(=O)N)S1